2-(5-(pyrrolidin-2-yl)-1,3,4-oxadiazol-2-yl)-N-(4-(trifluoromethyl)phenyl)aniline N1C(CCC1)C1=NN=C(O1)C1=C(NC2=CC=C(C=C2)C(F)(F)F)C=CC=C1